N[C@@H]1[C@@H](OCC12CCN(CC2)C2=NC(=C(C(=N2)C#N)C2=C(C(=CC=C2)Cl)Cl)C)C 2-((3S,4S)-4-amino-3-methyl-2-oxa-8-azaspiro[4.5]dec-8-yl)-5-(2,3-dichlorophenyl)-6-methylpyrimidine-4-carbonitrile